C(C\C=C/CCCCC)=NP(=O)(NCCCNCCO)N=CC\C=C/CCCCC Bis((Z)-non-3-enyl-1-yl)(3-((2-hydroxyethyl)amino)propyl)phosphoramide